6-((2-chloro-3-methylphenyl)thio)pyrazin-2(1H)-one ClC1=C(C=CC=C1C)SC1=CN=CC(N1)=O